C(C=C)OC(CNC(=O)OCC1C2=CC=CC=C2C=2C=CC=CC12)=O 2-(9H-fluoren-9-ylmethoxycarbonyl-amino)acetic acid-2-propenyl ester